6-methoxy-1,2,2a,3,4,5-hexahydropyrrolo[4,3,2-de]quinoline COC1=CC=C2C=3C(CCNC13)CN2